2-((4-(3-nonyl-3H-diazirin-3-yl)butanoyl)oxy)-3-(palmitoyloxy)propyl (2-(trimethylammonio)ethyl) phosphate P(=O)(OCC(COC(CCCCCCCCCCCCCCC)=O)OC(CCCC1(N=N1)CCCCCCCCC)=O)(OCC[N+](C)(C)C)[O-]